2-((2-(2-aminoethyl)-1,2,3,4-tetrahydroisoquinolin-7-yl)amino)-8-cyclopentyl-7-oxo-7,8-dihydropyrido[2,3-d]pyrimidine-6-carbonitrile NCCN1CC2=CC(=CC=C2CC1)NC=1N=CC2=C(N1)N(C(C(=C2)C#N)=O)C2CCCC2